C(C)(C)(C)[C@H]1OC[C@](N1)(C(=O)N1CCN(CC1)C(=O)NC1=NC(N(C=C1)C1=CC=2CCC(CC2C=C1)=O)=O)C 4-((2r,4s)-2-(tert-butyl)-4-methyloxazolidine-4-carbonyl)-N-(2-oxo-1-(6-oxo-5,6,7,8-tetrahydronaphthalen-2-yl)-1,2-dihydropyrimidin-4-yl)piperazine-1-carboxamide